methyl (R)-3-(4-chloro-3-fluorophenyl)-1-(1-methoxypropan-2-yl)-1H-pyrrolo[2,3-b]pyridine-6-carboxylate ClC1=C(C=C(C=C1)C1=CN(C2=NC(=CC=C21)C(=O)OC)[C@@H](COC)C)F